p-methylethoxycresol CC(C)OC=1C=C(C(=CC1)O)C